BrC=1C(=C(C(=CC1Cl)NC)N)Cl 4-bromo-3,5-dichloro-N1-methylbenzene-1,2-diamine